2-(1H-Indol-7-yl)-1H-benzo[d]imidazol-5-amine N1C=CC2=CC=CC(=C12)C1=NC2=C(N1)C=CC(=C2)N